methyl (e)-2-(5-bromo-6-methylpicolinoyl)-3-(methylamino)but-2-enoate BrC=1C=CC(=NC1C)C(=O)/C(/C(=O)OC)=C(/C)\NC